N-[5-[2-[[tert-butyl(dimethyl)silyl]oxymethyl]-6-methyl-4-pyridyl]-4-(3-cyanophenyl)thiazol-2-yl]-4-cyano-4-methyl-piperidine-1-carboxamide [Si](C)(C)(C(C)(C)C)OCC1=NC(=CC(=C1)C1=C(N=C(S1)NC(=O)N1CCC(CC1)(C)C#N)C1=CC(=CC=C1)C#N)C